N1C[C@@H](CCCC1)NC(OC(C)(C)C)=O tert-butyl (R)-azepane-3-ylcarbamate